2-morpholino-N-(pyridin-4-yl)-6H-isochromeno[4,3-d]pyrimidin-4-amine O1CCN(CC1)C=1N=C(C2=C(N1)C=1C=CC=CC1CO2)NC2=CC=NC=C2